C(#N)C1=NC=C(N=C1C#N)C 2,3-dicyano-5-methylpyrazine